tert-butyl 2-acetyl-1-(4-(tert-butoxy)-3,3-dimethyl-4-oxobutyl)-6,6-difluorohexahydropyrrolo[3,2-c]pyrazole-4(1H)-carboxylate C(C)(=O)N1N(C2C(C1)N(CC2(F)F)C(=O)OC(C)(C)C)CCC(C(=O)OC(C)(C)C)(C)C